6-(2-nitrobenzoyl)amino-3-(isopropyl)aminomethyl-1,2,3,4-tetrahydro-9H-carbazole [N+](=O)([O-])C1=C(C(=O)NC=2C=C3C=4CC(CCC4NC3=CC2)CNC(C)C)C=CC=C1